O1COC2=C1C=CC(=C2)C=2SC1=C(N2)C=CC(=C1)C1(CC=2C(=CC(=NC2C=C1)C)N)N 6-(2-(benzo[d][1,3]dioxol-5-yl)benzo[d]thiazol-6-yl)-2-methylquinoline-4,6-diamine